2,4-diamino-4-chlorobenzoic acid-2-methylpropyl ester CC(COC(C1=C(CC(C=C1)(Cl)N)N)=O)C